6-(4-((3S,4S)-3-(dimethylamino)-4-methoxypyrrolidin-1-yl)-5,6-difluoro-8-(methylamino)-9H-pyrido[2,3-b]indol-3-yl)-1-methyl-4-oxo-1,4-dihydro-1,8-naphthyridine-3-carboxylic acid CN([C@H]1CN(C[C@@H]1OC)C1=C(C=NC=2NC3=C(C=C(C(=C3C21)F)F)NC)C=2C=C1C(C(=CN(C1=NC2)C)C(=O)O)=O)C